7-Oxo-2-azaspiro[4.4]nonane-2-carboxylic acid tert-butyl ester C(C)(C)(C)OC(=O)N1CC2(CC1)CC(CC2)=O